2-(2-(1'H-[1,3'-Bipyrazol]-3-yl)-5-methylpiperidin-1-yl)-N-(6-amino-5-ethylpyridin-3-yl)-2-oxoacetamide N1(N=C(C=C1)C1N(CC(CC1)C)C(C(=O)NC=1C=NC(=C(C1)CC)N)=O)C1=NNC=C1